N1(C=CC=C1)C(=O)N Pyrrol-1-ylcarboxamide